caproyl sarcosinate N(C)CC(=O)OC(CCCCC)=O